6-[(E)-but-2-enyl]-4-[4-(1-hydroxy-1-methyl-ethyl)-2,5-dimethoxy-phenyl]-2-methyl-1H-pyrrolo[2,3-c]pyridin-7-one C(\C=C\C)N1C(C2=C(C(=C1)C1=C(C=C(C(=C1)OC)C(C)(C)O)OC)C=C(N2)C)=O